NC1=NC=NN2C1=C(C=C2C=2C=C(C(=NC2)OC)C(=O)N[C@@H]2CN(C[C@@H]2F)S(=O)(=O)CC2=CC=CC=C2)C(F)(F)F 5-[4-amino-5-(trifluoromethyl)pyrrolo[2,1-f][1,2,4]triazin-7-yl]-N-[(3R,4S)-4-fluoro-1-phenylmethanesulfonyl-pyrrolidin-3-yl]-2-methoxypyridine-3-carboxamide